FC(C=1C=C(C=CC1F)C(C=1N(C(=CN1)C)COCC[Si](C)(C)C)C1=CC(=C(C=C1)F)C(F)F)F 2-(bis(3-(difluoromethyl)-4-fluorophenyl)methyl)-5-methyl-1-((2-(trimethylsilyl)eth-oxy)methyl)-1H-imidazole